5-chloro-1'-(2-{[1-(3-hydroxy-3-methylcyclobutyl)-7-(trifluoromethyl)-1H-1,3-benzodiazol-5-yl]oxy}ethyl)-7-iodo-1,2-dihydrospiro[indole-3,4'-piperidin]-2-one ClC=1C=C2C(=C(C1)I)NC(C21CCN(CC1)CCOC1=CC2=C(N(C=N2)C2CC(C2)(C)O)C(=C1)C(F)(F)F)=O